OC[C@H]1CCC(N1C(=O)OC(C)(C)C)(C)CC1CCC(CC1)OC tert-butyl (5R)-5-(hydroxymethyl)-2-(((1r,4R)-4-methoxycyclohexyl)methyl)-2-methylpyrrolidine-1-carboxylate